C[C@H]1CN(C[C@H](O1)C)CC1CCN(CC1)C1=C(C=CC=C1F)NS(=O)(=O)C1=CC=CC=C1 N-(2-(4-(((2S,6R)-2,6-dimethylmorpholinyl)methyl)piperidin-1-yl)-3-fluorophenyl)benzenesulfonamide